O1CCC(=CC1)C1=C(C=C(C=C1)[N+](=O)[O-])C=1N=NNN1 5-(2-(3,6-dihydro-2H-pyran-4-yl)-5-nitrophenyl)-2H-tetrazole